COC1=C(C=CC(=C1)C)C=1N=NC(=C2C1C=NC=C2)N[C@H]2CN(CCC2)C(=O)OC(C)(C)C tert-butyl (R)-3-((4-(2-methoxy-4-methylphenyl)pyrido[3,4-d]pyridazin-1-yl)amino)piperidine-1-carboxylate